ClC1=C(C(=O)N(CCN2CCNCC2)C)C=CC(=C1)NC=1C=2N(C=CN1)C(=CN2)C2=CC=C(C=C2)OC(F)F 2-chloro-4-[[3-[4-(difluoromethoxy)phenyl]imidazo[1,2-a]pyrazin-8-yl]amino]-N-methyl-N-(2-piperazin-1-ylethyl)benzamide